5-(5-Benzofuranyl)-2-(2-pentyn-1-yl)-2H-tetrazole O1C=CC2=C1C=CC(=C2)C=2N=NN(N2)CC#CCC